6-(1-(adamantan-1-ylmethyl)-5-methyl-1H-pyrazol-4-yl)-3-(6-(benzo[d]thiazol-2-ylamino)-5-methylpyridin-3-yl)-3H-imidazo[4,5-b]pyridine-7-carboxylic acid C12(CC3CC(CC(C1)C3)C2)CN2N=CC(=C2C)C=2C(=C3C(=NC2)N(C=N3)C=3C=NC(=C(C3)C)NC=3SC2=C(N3)C=CC=C2)C(=O)O